CC1=C(C=C(C=C1)NC1CCN(CC1)C(=O)OC(C)(C)C)C(N[C@H](C)C1=CC=CC2=CC=CC=C12)=O tert-butyl (R)-4-((4-methyl-3-((1-(naphthalen-1-yl)ethyl)carbamoyl)phenyl)amino)piperidine-1-carboxylate